FC=1C(=C(C=C2CCN(CC12)C(NCC(C)C)=N)O)N1S(NC(C1)=O)(=O)=O 8-fluoro-6-hydroxy-N-(2-methylpropyl)-7-(1,1,4-trioxo-1λ6,2,5-thiadiazolidin-2-yl)-3,4-dihydroisoquinoline-2(1H)-carboximidamide